(R)-Methyl 3-methyl-2-oxoimidazolidine-4-carboxylate CN1C(NC[C@@H]1C(=O)OC)=O